(3aR,7aR)-3a-fluoro-octahydro-1H-pyrrolo[3,4-c]pyridin-1-one F[C@@]12CNCC[C@@H]1C(NC2)=O